C1(=CC=CC2=CC=CC=C12)CC(CC(=O)OCC)=O Ethyl 4-(naphthalen-1-yl)-3-oxobutanoate